C(C)C1=C(C=CC(=C1)C)C1=CC(=C(C=C1)C1CN(CC1)C(=O)C1=NC=C(C=C1)F)CO (3-(2'-Ethyl-3-(hydroxymethyl)-4'-methylbiphenyl-4-yl)pyrrolidin-1-yl)(5-fluoropyridin-2-yl)methanone